(2-(difluoromethoxy)ethyl)pyrimidine FC(OCCC1=NC=CC=N1)F